4-((4-Fluorophenyl)amino)-3,3,6,7-tetramethyl-3,4-dihydroquinolin-2(1H)-one FC1=CC=C(C=C1)NC1C(C(NC2=CC(=C(C=C12)C)C)=O)(C)C